6-(1H-benzo[d][1,2,3]triazole-1-yl)-N,N-dibenzyl-pyridine-2-amine N1(N=NC2=C1C=CC=C2)C2=CC=CC(=N2)N(CC2=CC=CC=C2)CC2=CC=CC=C2